tert-butyl 3-(2-(3-(4-bromo-6-chloro-1-(tetrahydro-2H-pyran-2-yl)-1H-indazol-5-yl)propyl)oxazol-5-yl)piperidine-1-carboxylate BrC1=C2C=NN(C2=CC(=C1CCCC=1OC(=CN1)C1CN(CCC1)C(=O)OC(C)(C)C)Cl)C1OCCCC1